7-chloro-2-methyl-4-(trifluoromethyl)-1H-pyrrolo[2,3-c]pyridine ClC=1N=CC(=C2C1NC(=C2)C)C(F)(F)F